N-(furan-2-ylmethyl)hydrazine O1C(=CC=C1)CNN